N1CCC2C1CNC1=C(NC2)C=CC=C1 1,3a,4,5,10,11a-hexahydro-2H-benzo[b]pyrrolo[2,3-f][1,4]diazocine